C1(CC1)C1=NN(C=C1)CC1=CC=C(COC=2C=C(N=NC2)N)C=C1 5-((4-((3-cyclopropyl-1H-pyrazol-1-yl)methyl)benzyl)oxy)pyridazin-3-amine